S1C=NC2=C1C=C(C=C2)\C=C\2/N=C(NC2=O)NCC2=NC=C(N=C2)C (4Z)-4-(1,3-benzothiazol-6-ylmethylene)-2-[(5-methylpyrazin-2-yl)methylamino]-1H-imidazol-5-one